methyl 2-(3-(2-(4-(3-amino-6-(2-hydroxyphenyl)pyridazin-4-yl)phenoxy)ethoxy)isoxazol-5-yl)-3-methylbutanoate NC=1N=NC(=CC1C1=CC=C(OCCOC2=NOC(=C2)C(C(=O)OC)C(C)C)C=C1)C1=C(C=CC=C1)O